C1(CC1)C(C1=C(C=C(CN(S(=O)(=O)C2=CC=C(C(=O)O)C=C2)C=2N=CC3=CC=CC=C3C2C2CC2)C=C1)F)(F)F 4-{[{4-[cyclopropyl(difluoro)methyl]-3-fluorobenzyl}(4-cyclopropylisoquinolin-3-yl)amino]sulfonyl}benzoic acid